1-Benzyl 4-[[3-hydroxy-1-[1-[1-[(4-methoxyphenyl)methyl]-2,6-dioxo-3-piperidyl]-3-methyl-2-oxo-benzimidazol-4-yl]azetidin-3-yl]methyl]piperazine-1-carboxylate OC1(CN(C1)C1=CC=CC=2N(C(N(C21)C)=O)C2C(N(C(CC2)=O)CC2=CC=C(C=C2)OC)=O)CN2CCN(CC2)C(=O)OCC2=CC=CC=C2